1,3,4,7,8,9,10,11-octahydro-2H-pyrido[4',3':3,4]pyrazolo[1,5-a]azepine C1NCCC2=NN3C(CCCCC3)=C21